4-(1H-imidazol-1-yl)-N-(4-(thiophen-2-yl)quinolin-8-yl)benzamide N1(C=NC=C1)C1=CC=C(C(=O)NC=2C=CC=C3C(=CC=NC23)C=2SC=CC2)C=C1